(R)-2-(4-(4-ethylphenyl)-1H-imidazol-1-yl)-N-methylpropan-1-amine C(C)C1=CC=C(C=C1)C=1N=CN(C1)[C@@H](CNC)C